[Ge].[Si].[Si] silicon-silicon-germanium